C1(CC1)N1C(N(C2=C1C=C(C=C2)N2C(NC(C(=C2)C(=O)OCC)=O)=O)C)=O ethyl 1-(3-cyclopropyl-1-methyl-2-oxo-2,3-dihydro-1H-benzo[d]imidazol-5-yl)-2,4-dioxo-1,2,3,4-tetrahydropyrimidine-5-carboxylate